OC1=C2C(C=C(OC2=CC(=C1OC)O)C1=CC=C(C=C1)[N+](=O)[O-])=O 5-hydroxy-6-methoxy-7-hydroxy-4'-nitroflavone